NC1=CC=C(C(=N1)C1=C(C=2N=C(N=C(C2C=N1)N([C@H]1CNCC1)C)OC[C@]12CCCN2C[C@@H](C1)F)F)C(F)(F)F 7-(6-amino-3-(trifluoromethyl)pyridin-2-yl)-8-fluoro-2-(((2R,7aS)-2-fluorohexahydro-1H-pyrrolizin-7a-yl)methoxy)-N-methyl-N-((R)-pyrrolidin-3-yl)pyrido[4,3-d]pyrimidin-4-amine